5-(1H-pyrazol-4-yl)-2-{6-[(2,2,6,6-tetramethylpiperidin-4-yl)oxy]pyridazin-3-yl}pyridin-3-ol bistrifluoroacetate FC(C(=O)O)(F)F.FC(C(=O)O)(F)F.N1N=CC(=C1)C=1C=C(C(=NC1)C=1N=NC(=CC1)OC1CC(NC(C1)(C)C)(C)C)O